CC1=NN(C(=C1)C)C=1C=C(C(=O)O)C=CC1 3-(3,5-dimethyl-1H-pyrazol-1-yl)benzoic acid